COC(=O)[C@@H]1CN(C[C@H]1N)CC1=CC=CC=C1 (3R,4S)-4-amino-1-benzyl-pyrrolidine-3-carboxylic acid methyl ester